2-chloro-4-dioctylamino-6-octylthio-1,3,5-triazine ClC1=NC(=NC(=N1)N(CCCCCCCC)CCCCCCCC)SCCCCCCCC